ClC=1C=NN(C(C1Cl)=O)CC(=O)NCC1=C(C=C(C=C1)Cl)Cl 4,5-dichloro-N-[(2,4-dichlorophenyl)methyl]-6-oxo-1(6H)-pyridazineacetamide